(2S,3S,4S)-1-(((9H-Fluoren-9-yl)methoxy)carbonyl)-4-acetoxy-3-(4,7,10-tris(2-(tert-butoxy)-2-oxoethyl)-1,4,7,10-tetraazacyclododecan-1-yl)pyrrolidin C1=CC=CC=2C3=CC=CC=C3C(C12)COC(=O)N1C[C@@H]([C@H](C1)OC(C)=O)N1CCN(CCN(CCN(CC1)CC(OC(C)(C)C)=O)CC(OC(C)(C)C)=O)CC(=O)OC(C)(C)C